S1N=CC(=C1)C1=CC=C(C=C1)C1=NOC(C1)(O)C(F)(F)F 3-[4-(1,2-thiazol-4-yl)phenyl]-5-(trifluoromethyl)-4H-1,2-oxazol-5-ol